benzenesulfinic acid fluoromethylthioester FCSOS(=O)C1=CC=CC=C1